tributyl-(tributylstannyloxy)stannane C(CCC)[Sn](O[Sn](CCCC)(CCCC)CCCC)(CCCC)CCCC